methyl (R)-2-(3,5-dichloro-4-(3-(1-(4-fluorophenyl)ethyl)-4-hydroxybenzyl)phenoxy)acetate ClC=1C=C(OCC(=O)OC)C=C(C1CC1=CC(=C(C=C1)O)[C@H](C)C1=CC=C(C=C1)F)Cl